4-(3-((2-((2-cyclopropyl-4-(4-methylpiperazin-1-yl)phenyl)amino)-5-(difluoromethyl)pyrimidin-4-yl)amino)propyl)-1,4-oxazepan-3-one C1(CC1)C1=C(C=CC(=C1)N1CCN(CC1)C)NC1=NC=C(C(=N1)NCCCN1C(COCCC1)=O)C(F)F